5-chloro-1'-{2-[4-methanesulfonyl-3-(oxetan-3-yl)phenoxy]ethyl}-1,2-dihydrospiro[indole-3,4'-piperidin]-2-one ClC=1C=C2C(=CC1)NC(C21CCN(CC1)CCOC1=CC(=C(C=C1)S(=O)(=O)C)C1COC1)=O